2-(4-methoxy-1H-indol-3-yl)-N,N-di(methyl-13C)ethan-1-amine COC1=C2C(=CNC2=CC=C1)CCN([13CH3])[13CH3]